C1=CC=CC=2C3=CC=CC=C3C(C12)COC(=O)N([C@H](C(=O)O)CC=1C=NC(=CC1)OC)C (2S)-2-[9H-fluoren-9-ylmethoxycarbonyl-(methyl)amino]-3-(6-methoxypyridin-3-yl)propionic acid